O\N=C(/N)\C12CC3CC(CC(C1)C3)C2 (3R,5R,7R,Z)-N'-hydroxyadamantane-1-carboxamidine